perfluoron-hexane FC(C(C(C(C(C(F)(F)F)(F)F)(F)F)(F)F)(F)F)(F)F